benzylidene-5-(4-chlorophenyl)-1,2,4-oxadiazole-3-carbohydrazide C(C1=CC=CC=C1)=NNC(=O)C1=NOC(=N1)C1=CC=C(C=C1)Cl